CC(CCO)CCO 3-Methyl-1,5-pentan-diol